ClCCOC(N)=O Carbamic acid 2-chloroethyl ester